Cl.[C@@H]12CNC[C@H]2C1/C=C/C1=CC(=C(C(=C1)F)C=1C(=NC=2N(C1N[C@H](C(F)(F)F)C)N=CN2)Cl)F 6-(4-((E)-2-((1R,5S,6s)-3-azabicyclo[3.1.0]hex-6-yl)vinyl)-2,6-difluorophenyl)-5-chloro-N-((S)-1,1,1-trifluoropropan-2-yl)-[1,2,4]triazolo[1,5-a]pyrimidin-7-amine hydrochloride